[Co].[Ni].[Zn] Zinc-nickel-cobalt